1-(4-((6S,7S)-6-methyl-7-(5-methyl-1H-indazol-4-yl)-5,6,7,8-tetrahydroquinazolin-4-yl)piperazin-1-yl)prop-2-en-1-one C[C@H]1CC=2C(=NC=NC2C[C@@H]1C1=C2C=NNC2=CC=C1C)N1CCN(CC1)C(C=C)=O